Cl[Ru-](C1(C(C(C(C=C1)C)(C)C)(C)C)C)Cl dichloro(hexamethylphenyl)ruthenium (II)